CN[C@H](CCC(C)C)C(=O)O D-N-methyl-homoleucine